(1R,3R)-2,2-dichloro-N-(4-chloro-3-(2-methyl-2-phenylhydrazine-1-carbonyl)phenyl)-3-(3,4-dichlorophenyl)cyclopropane-1-carboxamide Potassium Silicate [Si]([O-])([O-])([O-])[O-].[K+].ClC1([C@H]([C@@H]1C1=CC(=C(C=C1)Cl)Cl)C(=O)NC1=CC(=C(C=C1)Cl)C(=O)NN(C1=CC=CC=C1)C)Cl.[K+].[K+].[K+]